CC(C)(C)[S@@](=O)NC(CC(F)(F)F)C=1C=C(C=CC1)C1=CC(=CC=2C=COC21)COC2=C(C=CC=C2)CC(=O)OCC ethyl 2-(2-((7-(3-(1-((R)-1,1-dimethylethylsulfinamido)-3,3,3-trifluoropropyl)phenyl)benzofuran-5-yl)methoxy)phenyl)acetate